(S)-1-(9-(1-phenylcyclopropyl)-7H-pyrazolo[4,3-e][1,2,4]triazolo[4,3-c]pyrimidin-5-yl)-5',6'-dihydrospiro[piperidine-4,4'-pyrrolo[1,2-b]pyrazol]-5'-amine C1(=CC=CC=C1)C1(CC1)C1=NNC2=C1C=1N(C(=N2)N2CCC3([C@@H](CN4N=CC=C43)N)CC2)C=NN1